OB1OCC2=C1C=CC(=C2)NC(O[C@H]2[C@H]([C@@H]([C@@]1(CO1)CC2)[C@]2(O[C@@H]2CC=C(C)C)C)OC)=O (3R,4S,5S,6R)-5-methoxy-4-((2R,3R)-2-methyl-3-(3-methylbut-2-en-1-yl)oxiran-2-yl)-1-oxaspiro[2.5]octan-6-yl (1-hydroxy-1,3-dihydrobenzo[c][1,2]oxaborol-5-yl)carbamate